BrC1=CC=CC(=N1)OC1CN(CC1)C(=O)OC(C)(C)C tert-butyl 3-[(6-bromopyridin-2-yl)oxy]pyrrolidine-1-carboxylate